2,2-dimethyl-2,3-dihydro-1H-inden CC1(CC2=CC=CC=C2C1)C